Cl.[I-].N1=CC=CC=C1 pyridine iodide monohydrochloride